C(CCCCCCCCCCC)C1=CC=C(C=C1)S(=O)(=O)ON=C(C1=CC=CC=C1)C#N α-(4-dodecylbenzenesulfonyloxyimino)-benzyl cyanide